2-(1-Tert-butyl-1H-pyrazol-4-yl)-5-nitrobenzenesulfonamide C(C)(C)(C)N1N=CC(=C1)C1=C(C=C(C=C1)[N+](=O)[O-])S(=O)(=O)N